[2-chloro-4-[1-[4-(trifluoromethyl)-2-pyridyl]ethylamino]-5,7-dihydropyrrolo[3,4-d]pyrimidin-6-yl]-morpholino-methanone ClC=1N=C(C2=C(N1)CN(C2)C(=O)N2CCOCC2)NC(C)C2=NC=CC(=C2)C(F)(F)F